BrC1=C(C=C2N(C(C(N(C2=C1)C)C)=O)C)C(=O)OC methyl 7-bromo-1,2,4-trimethyl-3-oxo-1,2,3,4-tetrahydroquinoxaline-6-carboxylate